OCC1CC2C(NC(N2)=O)CO1 6-(hydroxymethyl)hexahydroPyrano[3,4-d]imidazole-2(3H)-on